3-(2-fluoro-2-(3-fluoro-4-methylphenyl)vinyl)azetidine-1-carboxylic acid tert-butyl ester C(C)(C)(C)OC(=O)N1CC(C1)C=C(C1=CC(=C(C=C1)C)F)F